1-isoPropyl-1H-pyrazol-5-amine C(C)(C)N1N=CC=C1N